C(=O)C1=C(C=C(C=C1)SCCC(=O)OCC(CCCC)CC)[N+](=O)[O-] 2-ethylhexyl 3-(4-formyl-3-nitro-phenyl)sulfanylpropanoate